C1(C=CC(N1C=1C=C(OC2=CC=C(C(C)(C)C3=CC(=CC=C3)C(C3=CC=C(C=C3)OC3=CC(=CC=C3)N3C(C=CC3=O)=O)(C)C)C=C2)C=CC1)=O)=O 1,3-bis[4-(3-maleimidophenoxy)-α,α-dimethylbenzyl]benzene